7-((2R,5R)-2-(difluoromethyl)-5-methylpiperazin-1-yl)-4-methyl-2-(tetrahydro-2H-pyran-2-yl)-2,4-dihydro-5H-pyrazolo[4,3-b]Pyridin-5-one FC([C@@H]1N(C[C@H](NC1)C)C=1C=2C(N(C(C1)=O)C)=CN(N2)C2OCCCC2)F